sodium 1-amino-4-((4-(2-bromoacrylamido)-2-sulfonatophenyl)amino)-9,10-dioxo-9,10-dihydroanthracene-2-sulfonate NC1=C(C=C(C=2C(C3=CC=CC=C3C(C12)=O)=O)NC1=C(C=C(C=C1)NC(C(=C)Br)=O)S(=O)(=O)[O-])S(=O)(=O)[O-].[Na+].[Na+]